5-(2,2,2-trifluoro-1-(5-indan-1,3-dionyl)-1-trifluoromethyl-ethyl)-indan-1,3-dione FC(C(C(F)(F)F)(C=1C=C2C(CC(C2=CC1)=O)=O)C=1C=C2C(CC(C2=CC1)=O)=O)(F)F